N1=C(N=CC=C1)C1=CC=C(C=C1)S(=O)(=O)NC1=C(C(=O)NC23CC(C2)(C3)C(F)(F)F)C=CC(=C1)C(F)(F)F 2-((4-(pyrimidin-2-yl)phenyl)sulfonamido)-4-(trifluoromethyl)-N-(3-(trifluoromethyl)bicyclo[1.1.1]pentan-1-yl)benzamide